methyl (6-hydroxy-10-(pyridin-2-yl)-[1,2,4]triazolo[5,1-a]isoquinoline-5-carbonyl)glycinate OC1=C(N2C(C3=C(C=CC=C13)C1=NC=CC=C1)=NC=N2)C(=O)NCC(=O)OC